Cl.CN(C)[C@H](C1=CC=CC=C1)CCOC1=CC=CC2=CC=CC=C12 (S)-N,N-dimethyl-alpha-[2-(1-naphthoxy)ethyl]benzyl-amine hydrochloride